Pyrazolo[3,4-d]Pyrimidine-6-amine N=1N=CC=2C1NC(=NC2)N